2-(methylsulfanyl)-6H-imidazo[4,3-f][1,2,4]triazin-7-one CSC1=NN2C(C=N1)=CNC2=O